C(C)(C)(C)OC(=O)N1[C@@H]2C(=C[C@H]1CC2)I (1S,4R)-2-iodo-7-azabicyclo[2.2.1]hept-2-ene-7-carboxylic acid tert-butyl ester